FC1=C(N=CC=2[C@H]3N(C[C@@H](OC21)C3)C(=O)C32CCC(CC3)(C2)F)C ((2S,5S)-9-fluoro-8-methyl-2,3-dihydro-2,5-methanopyrido[3,4-f][1,4]oxazepin-4(5H)-yl)(4-fluorobicyclo[2.2.1]heptan-1-yl)methanone